4-fluoro-N-methyl-2-({3-[(E)-2-{5-[(pyrrolidin-1-yl)methyl]pyridin-2-yl}vinyl]-1H-indazol-6-yl}thio)benzamide FC1=CC(=C(C(=O)NC)C=C1)SC1=CC=C2C(=NNC2=C1)\C=C\C1=NC=C(C=C1)CN1CCCC1